1-(2,4-dichloro-6-hydroxybenzyl)-1H-imidazo[4,5-c]pyridin ClC1=C(CN2C=NC=3C=NC=CC32)C(=CC(=C1)Cl)O